2,2'-(1,2-Bis((E)-3-bromoacryloyl)hydrazine-1,2-diyl)diacetic acid Br/C=C/C(=O)N(N(C(\C=C\Br)=O)CC(=O)O)CC(=O)O